(2S)-2-hydroxyglutaric acid O[C@H](C(=O)O)CCC(=O)O